[Li].B(O)(F)F difluoroboric acid lithium